N-[(1R,5S)-3-[(1R)-1-[4-(trifluoromethyl)phenyl]ethyl]-3-azabicyclo[3.1.0]hexan-6-yl]prop-2-enamide FC(C1=CC=C(C=C1)[C@@H](C)N1C[C@@H]2C([C@@H]2C1)NC(C=C)=O)(F)F